ClC=1C=C(C=2N(N1)C=CN2)[C@@H]2[C@H](C2)C2=C(C=C1C3(C(N(C1=C2)CC(F)(F)F)=O)CC3)F 6'-((1S,2S)-2-(6-chloroimidazo[1,2-b]pyridazin-8-yl)cyclopropyl)-5'-fluoro-1'-(2,2,2-trifluoroethyl)spiro[cyclopropane-1,3'-indolin]-2'-one